(S)-2-(((5-Bromothiophen-2-yl)methyl)(methyl)amino)-N-(1-(4-chlorophenyl)ethyl)acetamide BrC1=CC=C(S1)CN(CC(=O)N[C@@H](C)C1=CC=C(C=C1)Cl)C